S1C=NC2=C1C=CC(=C2)[C@H]2NC[C@@H](C(C2)=O)C |r| rac-(2S,5S)-2-(1,3-benzothiazol-5-yl)-5-methyl-piperidin-4-one